(2S,3S)-3-(4-fluoro-2-methoxylphenyl)-4-methylpentan-2-yl N-[(3-hydroxy-4-methoxypyridin-2-yl)carbonyl]-L-alaninate OC=1C(=NC=CC1OC)C(=O)N[C@@H](C)C(=O)O[C@@H](C)[C@@H](C(C)C)C1=C(C=C(C=C1)F)OC